FC=1C=C2C3(C4=C(NC2=CC1)NC(NC4=O)=O)C(NC=4C=CC1=C(C43)C=CC=C1)=O 7'-fluoro-1'H-spiro[benzo[e]indole-1,5'-pyrimido[4,5-b]quinoline]-2,2',4'(3H,3'H,10'H)-trione